(R)- or (S)-5-(4'-Chloro-2'-methoxy-3,4,5,6-tetrahydro-2H-[1,3']bipyridinyl-4-yl)-7-(2-cyclopropyl-benzyl)-2,4-dimethyl-2,4,5,7-tetrahydro-pyrazolo[3,4-d]pyrimidin-6-one ClC1=C(C(=NC=C1)OC)N1CCC(CC1)N1C(N(C=2C([C@H]1C)=CN(N2)C)CC2=C(C=CC=C2)C2CC2)=O |o1:20|